(S)-1-(5-methoxy-1H-pyrrolo[2,3-c]pyridine-2-carbonyl)-N-(3,4,5-trifluorophenyl)pyrrolidine-3-carboxamide COC=1C=C2C(=CN1)NC(=C2)C(=O)N2C[C@H](CC2)C(=O)NC2=CC(=C(C(=C2)F)F)F